N-[(2-amino-3-chloroquinolin-7-yl)methyl]-6-cyano-N-(4-fluoro-2-methanesulfonylphenyl)-5-(morpholin-4-yl)pyridine-3-carboxamide NC1=NC2=CC(=CC=C2C=C1Cl)CN(C(=O)C=1C=NC(=C(C1)N1CCOCC1)C#N)C1=C(C=C(C=C1)F)S(=O)(=O)C